ClC=1C(=C(NC2=C(NC3=C2C(NCC3)=O)C3=C(C=NC=C3)OC[C@@H]3OCC(OC3)(C)C)C=CC1)OC 3-(3-chloro-2-methoxyanilino)-2-(3-{[(2S)-5,5-dimethyl-1,4-dioxan-2-yl]methoxy}pyridin-4-yl)-1,5,6,7-tetrahydro-4H-pyrrolo[3,2-c]pyridin-4-one